NC1=NC=NN2C1=CC=C2[C@@]2(O[C@H]([C@H]([C@@H]2C(C(=O)[O-])(C)C)C(C(=O)[O-])(C)C)COC(C(C)C)=O)C#N (2R,3R,4R,5R)-2-(4-aminopyrrolo[2,1-f][1,2,4]triazin-7-yl)-2-cyano-5-(isoButyryloxymethyl)tetrahydrofuran-3,4-diylbis(2-methylpropionate)